FC(C1=NC(=NC=C1)OCC1=C(N=NN1C)C1=CC=C(C(=N1)C)O[C@@H]1C[C@H](CCC1)C(=O)O)F (1S,3S)-3-((6-(5-(((4-(difluoromethyl)pyrimidin-2-yl)oxy)methyl)-1-methyl-1H-1,2,3-triazol-4-yl)-2-methylpyridin-3-yl)oxy)cyclohexane-1-carboxylic acid